tert-butyl 6-chloro-1-methyl-2-oxo-4-(trifluoromethylsulfonyloxy)quinoline-3-carboxylate ClC=1C=C2C(=C(C(N(C2=CC1)C)=O)C(=O)OC(C)(C)C)OS(=O)(=O)C(F)(F)F